C(CCC=CCC=CCC=CC=CCCC=CCC=CCC)(=O)O 4,7,10,12,16,19-docosahexaenoic acid